(2-(4-((6-chlorohexanamido)methyl)piperidin-1-yl)thiazole-4-carbonyl)-Z-serinate ClCCCCCC(=O)NCC1CCN(CC1)C=1SC=C(N1)C(=O)N[C@@H](CO)C(=O)[O-]